N-isopropylpiperidin C(C)(C)N1CCCCC1